ClC=1C=C(C=CC1OC)N1C(CCC[C@H]1C1=NC2=C(N1[C@H]1CN(CC1)S(=O)(=O)C)C=CC(=C2)C=2C(=NOC2C)C)=O (S)-1-(3-chloro-4-methoxyphenyl)-6-(5-(3,5-dimethylisoxazol-4-yl)-1-((R)-1-(methylsulfonyl)pyrrolidin-3-yl)-1H-benzo[d]imidazol-2-yl)piperidin-2-one